2-[[2,4-dimethylazetidine-1-carbonyl]amino]-4-[2-(1-methylcyclopropoxy)ethyl-[4-(5,6,7,8-tetrahydro-1,8-naphthyridin-2-yl)butyl]amino]butanoic acid CC1N(C(C1)C)C(=O)NC(C(=O)O)CCN(CCCCC1=NC=2NCCCC2C=C1)CCOC1(CC1)C